O1C(=C(C=C1)C(=O)[O-])C(=O)OCCCCCCC heptyl furandicarboxylate